BrC=1CCN(CC1)C(=O)N 4-bromo-3,6-dihydropyridine-1(2H)-carboxamide